4-(6-(2-hydroxyphenyl)pyridazin-4-yl)benzene tert-butyl-2-[[tert-butyl(diphenyl)silyl]oxymethyl]-3,3-dimethyl-6-(trifluoromethylsulfonyloxy)-2,4-dihydropyridine-1-carboxylate C(C)(C)(C)OC(=O)N1C(C(CC=C1OS(=O)(=O)C(F)(F)F)(C)C)CO[Si](C1=CC=CC=C1)(C1=CC=CC=C1)C(C)(C)C.OC1=C(C=CC=C1)C1=CC(=CN=N1)C1=CC=CC=C1